C(C)(C)(CC)OOC(CC(=O)OCC)(C)OOC(C)(C)CC ethyl 3,3-bis(t-amyl peroxy)-butyrate